tert-butyl (2S,3R)-2-((((1s,4R)-4-(2-(2-(tert-butoxy)-2-oxoethoxy)phenyl)cyclohexyl)oxy) methyl)-3-hydroxy-5-methylpyrrolidine-1-carboxylate C(C)(C)(C)OC(COC1=C(C=CC=C1)C1CCC(CC1)OC[C@@H]1N(C(C[C@H]1O)C)C(=O)OC(C)(C)C)=O